C(C1=CC=CC=C1)N(CCC1=C(C=CC(=C1)OC)C(C(=O)OC)(C)C)CC1=CC=CC=C1 methyl 2-(2-(2-(dibenzylamino) ethyl)-4-methoxyphenyl)-2-methylpropionate